FC(C(=O)O)(F)F.ClC=1C=C2C=CN(C2=C(C1)C1=C2C(=NC=C1)C=C(S2)CN2C(CN(CC2=O)CC)=O)CC2(CCNCC2)F 1-((7-(5-Chloro-1-((4-fluoropiperidin-4-yl)methyl)-1H-indol-7-yl)thieno[3,2-b]pyridin-2-yl)methyl)-4-ethylpiperazine-2,6-dione trifluoroacetate